OCC1C=CCCC1 (Hydroxymethyl)Cyclohex-2-En